2-amino-8-methylsulfonyl-N-(8-quinolylmethyl)quinazoline-4-carboxamide NC1=NC2=C(C=CC=C2C(=N1)C(=O)NCC=1C=CC=C2C=CC=NC12)S(=O)(=O)C